NC1=CC(=NC=N1)NC1=C2C(=NC(=C1)N(C=1C(=CC(=NC1)C#N)C)CC(C)O)N(C=N2)C 5-[[7-[(6-aminopyrimidin-4-yl)amino]-3-methyl-imidazo[4,5-b]pyridin-5-yl]-(2-hydroxypropyl)amino]-4-methyl-pyridin-2-carbonitrile